O1CCC(CC1)S(=O)[O-].[Na+] sodium tetrahydropyran-4-sulfinate